[4-(4-Carboxymethylsulfanyl-butylsulfanyl)-butylsulfanyl]-acetic acid C(=O)(O)CSCCCCSCCCCSCC(=O)O